N-(cyanomethyl)-cis-4-[(3,5-dichloro-2-pyridyl)oxy]-2'-oxo-spiro[cyclohexane-1,3'-indoline]-5'-carboxamide C(#N)CNC(=O)C=1C=C2C3(C(NC2=CC1)=O)CCC(CC3)OC3=NC=C(C=C3Cl)Cl